CC(C)(C)[S@@](=O)N[C@@H]1[C@@H](OCC12CCNCC2)C (R)-2-methyl-N-((3S,4S)-3-methyl-2-oxa-8-azaspiro[4.5]decan-4-yl)propane-2-sulfinamide